C(C)CCCC=CCCCCCCC ethyl-4-dodecene